CSC1=C(C=CC=C1)N=C=S 2-(Methylthio)phenyl isothiocyanate